dimethyl sulfite (Dimethyl sulfite) CS(=O)(O)(O)C.S(=O)(OC)OC